C1(=CC=CC=C1)OC(NC(=O)C1=NC=C(C=C1)F)=O.ClC=1C=CC(=NC1)NNC(=O)NC(=O)C1=NC=C(C=C1)F N-{[2-(5-Chloropyridin-2-yl)hydrazino]carbonyl}-5-fluoropyridin-2-carboxamid Phenyl-[(5-fluoropyridin-2-yl)carbonyl]carbamat